5-methyl-6-(4-(1H-pyrazol-1-yl)benzyl)-2-(tetrahydro-2H-pyran-4-yl)isoindolin-1-one CC=1C=C2CN(C(C2=CC1CC1=CC=C(C=C1)N1N=CC=C1)=O)C1CCOCC1